1-(9Z-nonadecenoyl)-2-(5Z,8Z,11Z,14Z-eicosatetraenoyl)-glycero-3-phosphocholine CCCCCCCCC/C=C\CCCCCCCC(=O)OC[C@H](COP(=O)([O-])OCC[N+](C)(C)C)OC(=O)CCC/C=C\C/C=C\C/C=C\C/C=C\CCCCC